C(C)(C)(C)OC(C(O)C1=CC=C(C=C1)NC([C@H](CCCNC(=O)N)NC([C@H](C(C)C)NC(=O)OCC1=CC=CC=C1)=O)=O)=O {4-[(S)-2-((S)-2-Benzyloxycarbonylamino-3-methyl-butyrylamino)-5-ureido-pentanoylamino]-phenyl}-hydroxy-acetic acid tert-butyl ester